C(C)OC(C(C(=O)[C@H]1N(C[C@@H](C1)F)C(=O)OC(C)(C)C)N1N=C2C=C(C=C(C2=C1)F)I)=O tert-butyl (2S,4R)-2-(3-ethoxy-2-(4-fluoro-6-iodo-2H-indazol-2-yl)-3-oxopropanoyl)-4-fluoropyrrolidine-1-carboxylate